N-(6-(1-(chloromethylsulfonyl)-1,2,3,6-tetrahydropyridin-4-yl)-2-ethylimidazo[1,2-a]pyridin-3-yl)-4-(4-fluorophenyl)-N-methylthiazol-2-amine ClCS(=O)(=O)N1CCC(=CC1)C=1C=CC=2N(C1)C(=C(N2)CC)N(C=2SC=C(N2)C2=CC=C(C=C2)F)C